chloro-[1,1'-biphenyl]-4-boronic acid ClC1=C(C=CC(=C1)B(O)O)C1=CC=CC=C1